2-(2-fluorophenyl)-4,10-dihydrobenzo[2,1-f]pyrazolo[5,1-c][1,4]oxazepine-8-carbonitrile FC1=C(C=CC=C1)C1=NN2C(COC3=C(C2)C=C(C=C3)C#N)=C1